p-guanidinobenzoic acid N(C(=N)N)C1=CC=C(C(=O)O)C=C1